NC1=NC=NN2C1=C(N=C2[C@@H]2CC[C@@H](OC2)CO)C2=C(C(=C(C=C2)OC2=CC=CC=C2)F)F ((2R,5S)-5-(4-amino-5-(2,3-difluoro-4-phenoxyphenyl)imidazo[5,1-f][1,2,4]triazin-7-yl)tetrahydro-2H-pyran-2-yl)methanol